2-(3-cyclopropyl-6-oxo-4-((tetrahydro-2H-pyran-4-yl)oxy)pyridazin-1(6H)-yl)acetic acid C1(CC1)C1=NN(C(C=C1OC1CCOCC1)=O)CC(=O)O